5-ethyl-1,3-benzenediol C(C)C=1C=C(C=C(C1)O)O